ClC1=CC(=C(C(=C1C#N)C1CNC(C1)=O)OCC)/C(/C)=N/O (E)-6-chloro-3-ethoxy-4-(1-(hydroxyimino)ethyl)-2-(5-oxopyrrolidin-3-yl)benzonitrile